(dodecyl-dithioethyl)(isopropoxycarbonyl-1-ethylamino)phosphoric acid C(CCCCCCCCCCC)SSCCOP(ON(CC)C(=O)OC(C)C)(O)=O